C(C(C)C)C=1C=C(C(=NC1)C=1N=NNN1)N1CCN(CC1)CC=1SC2=C(N1)C=CC=C2 2-[[4-[5-isobutyl-2-(2H-tetrazol-5-yl)-3-pyridyl]piperazin-1-yl]methyl]-1,3-benzothiazole